CC1(N(C(CC1)CCCOS(=O)(=O)C)C(=O)OC(C)(C)C)C tert-Butyl 2,2-dimethyl-5-(3-methylsulfonyloxypropyl)pyrrolidine-1-carboxylate